C(C1=CC=CC=C1)OC1=NC(=CC=C1N1C(N(C2=C1C=CC(=C2)N2CCC(CC2)CC(=O)O)C)=O)OCC2=CC=CC=C2 2-(1-(1-(2,6-bis(benzyloxy)pyridin-3-yl)-3-methyl-2-oxo-2,3-dihydro-1H-benzo[d]imidazol-5-yl)piperidin-4-yl)acetic acid